ClC1=C(C=C(C=C1)C1=CC=C(O1)\C=C/1\C(=NN(C1=O)C=1C=C(C(=O)OCC)C=CC1)C)C(NCC1CCOCC1)=O (Z)-Ethyl 3-(4-((5-(4-chloro-3-(((tetrahydro-2H-pyran-4-yl)methyl)carbamoyl)phenyl)furan-2-yl)methylene)-3-methyl-5-oxo-4,5-dihydro-1H-pyrazol-1-yl)benzoate